BrC1=CC=C(S1)C(=O)N[C@@H]1C[C@@H](CCC1)N1C(=NC2=C1C=NC(=C2)C(=O)OC)C2=NC=CC=C2 methyl 3-[(1R,3S)-3-(5-bromothiophene-2-amido)cyclohexyl]-2-(pyridin-2-yl)imidazo[4,5-c]pyridine-6-carboxylate